4-bromobutane-1,2-diene BrCC=C=C